1-(2-chloroethyl)-3-(6-(difluoromethyl)pyridin-3-yl)urea ClCCNC(=O)NC=1C=NC(=CC1)C(F)F